BrC=1C=C2C(NC(=NC2=C(C1)Br)NC1=CC(=CC(=C1)Cl)Cl)=O 6,8-dibromo-2-((3,5-dichlorophenyl)amino)quinazolin-4(3H)-one